N-(5-cyano-4-((2-(methylthio)ethyl)amino)pyridin-2-yl)-7-formyl-6-((4-methyl-2-oxopiperazin-1-yl)methyl)-3,4-dihydro-1,8-naphthyridine-1(2H)-carboxamide C(#N)C=1C(=CC(=NC1)NC(=O)N1CCCC2=CC(=C(N=C12)C=O)CN1C(CN(CC1)C)=O)NCCSC